CN(C)CC1(CCCC1)CNC(=O)C1=CC2=C(CCCCCC2)C=C1 N-[[1-[(dimethylamino)methyl]cyclopentyl]methyl]-5,6,7,8,9,10-hexahydrobenzo[8]annulene-3-carboxamide